Natrium ascorbat O=C1C(O)=C([O-])[C@H](O1)[C@@H](O)CO.[Na+]